dispiro[5.0.5.2]tetradecane C1CCCCC12C1(CCCCC1)CC2